NC1=NC(=NN1C1=CC=C(C=C1)OC(C(F)(F)F)(F)F)C1=CC=C(C=O)C=C1 4-[5-amino-1-[4-(1,1,2,2,2-pentafluoroethoxy)phenyl]-1,2,4-triazol-3-yl]benzaldehyde